IC(C(=O)OC(C(C)I)=O)C iodopropionic acid anhydride